C(C1=CC=CC=C1)N1N=C(C=C1C1=CC(=CC=C1)Br)C(=O)N[C@H](C(=O)NC)CC1=CC(=CC=C1)Br (S)-1-benzyl-5-(3-bromophenyl)-N-(3-(3-bromophenyl)-1-(methylamino)-1-oxopropan-2-yl)-1H-pyrazole-3-carboxamide